C1(CC1)CN1C(=CC2=CC(=CC(=C12)C1CCN(CC1)C(COC)=O)F)C1=NN2C(C(=CC(=C2)C(=O)N2C[C@@H](CCC2)NC(OC(C)(C)C)=O)OC)=C1C tert-Butyl (R)-(1-(2-(1-(cyclopropylmethyl)-5-fluoro-7-(1-(2-methoxyacetyl)piperidin-4-yl)-1H-indol-2-yl)-4-methoxy-3-methylpyrazolo[1,5-a]pyridine-6-carbonyl)piperidin-3-yl)carbamate